FC1=C(C(=CC=C1)OC)C1=C(C=C2C(=CC(=NC2=N1)Cl)Cl)F 7-(2-fluoro-6-methoxyphenyl)-6-fluoro-2,4-dichloro-1,8-naphthyridine